C(CCC)C1=CC(=C(C=C1Cl)CC(C)N)OC 1-(4-butyl-5-chloro-2-methoxyphenyl)propan-2-amine